CN1C(=NN=C1C1=CC=NC=C1)O[C@H](C)C1=NOC=C1 [(1R)-1-[(4-methyl-5-pyridin-4-yl-1,2,4-triazol-3-yl)oxy]ethyl]-1,2-OXazole